(7-cyclopropyl-1-isopropyl-4-oxo-pyrido[3,4-d]pyridazin-3-yl)-N-(2-oxaspiro[3.3]hept-6-yl)acetamide C1(CC1)C1=CC2=C(C(N(N=C2C(C)C)CC(=O)NC2CC3(COC3)C2)=O)C=N1